NC=1N=CC(=NC1C1=CN=C(O1)C)C=1C=C(C=CC1C)[C@](CO)(C(F)(F)F)O (S)-2-(3-(5-Amino-6-(2-methyloxazol-5-yl)pyrazin-2-yl)-4-methylphenyl)-3,3,3-trifluoropropane-1,2-diol